(5-methylpyrazolo[1,5-b]pyridazin-3-yl)methanone tert-butyl-(S)-((2',3'-dichloro-6-methoxy-[2,4'-bipyridin]-5-yl)methyl)((5-oxopyrrolidin-2-yl)methyl)carbamate C(C)(C)(C)OC(N(C[C@H]1NC(CC1)=O)CC=1C=CC(=NC1OC)C1=C(C(=NC=C1)Cl)Cl)=O.CC1=CC=2N(N=C1)N=CC2C=O